3-chloro-5-(2-(ethoxymethoxy)-6-methyl-4-(trifluoromethyl)phenyl)pyrazine-2-carbaldehyde ClC=1C(=NC=C(N1)C1=C(C=C(C=C1C)C(F)(F)F)OCOCC)C=O